ClC1=C(C=C(C=C1)N1N=CC(=N1)C12CC(C1)(C2)NC(COC2(CCC2)OC(F)(F)F)=O)F N-[3-[2-(4-chloro-3-fluoro-phenyl)triazol-4-yl]-1-bicyclo[1.1.1]pentanyl]-2-[cis-3-cis-(trifluoromethoxy)cyclobutoxy]acetamide